C(C)(=O)N1C=C2C(N(CCC2=C1)CC)=O 2-acetyl-5-ethyl-2,5,6,7-tetrahydro-4H-pyrrolo[3,4-c]pyridin-4-one